(3R,4S,5R,6R)-6-(acetoxymethyl)-2-(3-((5-(4-fluorophenyl)thiophene-2-yl)methyl)-4-methylphenyl)-2-hydroxytetrahydro-2H-pyran-3,4,5-triyltriacetate C(C)(=O)OC[C@H]1[C@@H]([C@@H]([C@H](C(O1)(O)C1=CC(=C(C=C1)C)CC=1SC(=CC1)C1=CC=C(C=C1)F)CC(=O)[O-])CC(=O)[O-])CC(=O)[O-]